COC1=NC=CC(=C1)C(C)=O 1-(2-methoxypyridin-4-yl)ethanone